2-chloro-N-(2-(3,4-dichlorophenyl)-3-hydroxypropyl)acetamide ClCC(=O)NCC(CO)C1=CC(=C(C=C1)Cl)Cl